FC=1C=C2C(=NC(=NC2=CC1)NN)N(C1=CC=CC=C1)C 6-fluoro-2-hydrazinyl-N-methyl-N-Phenylquinazolin-4-amine